COC1=CC(=NC=C1)C=1N=C(C2=C(N1)CCC2)N(CC(=O)NC=2C=NC(=NC2)OC)C 2-{[2-(4-methoxypyridin-2-yl)-5H,6H,7H-cyclopenta[d]pyrimidin-4-yl](methyl)amino}-N-(2-methoxypyrimidin-5-yl)acetamide